3-((3-methyl-1H-pyrazol-1-yl) methyl)adamantane-1-carboxylate CC1=NN(C=C1)CC12CC3(CC(CC(C1)C3)C2)C(=O)[O-]